tert-butyl N-(4-carbamoyl-2-ethoxy-phenyl)-N-[3-[4-[[(3S,4R)-3-fluoro-1-methyl-4-piperidyl]amino]-1-(2,2,2-trifluoroethyl)indol-2-yl]prop-2-ynyl]carbamate C(N)(=O)C1=CC(=C(C=C1)N(C(OC(C)(C)C)=O)CC#CC=1N(C2=CC=CC(=C2C1)N[C@H]1[C@H](CN(CC1)C)F)CC(F)(F)F)OCC